FC1=C(C=CC=C1)C1=NC=C(C(=N1)OC1=CC=CC=C1)C(=O)NC(C)C=CS(=O)(=O)C 2-(2-fluorophenyl)-N-(4-(methylsulfonyl)but-3-en-2-yl)-4-phenoxypyrimidine-5-carboxamide